18-((benzyloxy)carbonyl)-3,16,21,37-tetraoxo-1-phenyl-2,25,28,31,34,41,44,47,50-nonaoxa-17,22,38-triazatripentacontan-53-oic acid C(C1=CC=CC=C1)OC(=O)C(NC(CCCCCCCCCCCCC(OCC1=CC=CC=C1)=O)=O)CCC(NCCOCCOCCOCCOCCC(NCCOCCOCCOCCOCCC(=O)O)=O)=O